sodium (ammonium) chloride [Cl-].[NH4+].[Na]